(S)-N-(4-(dimethylamino)phenethyl)-5-fluoro-2-(3-((5-(trifluoromethyl)pyridin-2-yl)oxy)pyrrolidine-1-carbonyl)benzamide CN(C1=CC=C(CCNC(C2=C(C=CC(=C2)F)C(=O)N2C[C@H](CC2)OC2=NC=C(C=C2)C(F)(F)F)=O)C=C1)C